CC1(C(N2C(C(C2S1)NC(C(C1=CC=CC=C1)NC(=O)N1C(NCC1)=O)=O)=O)C(=O)O)C 3,3-dimethyl-7-oxo-6-(2-(2-oxoimidazolidine-1-carboxamido)-2-phenylacetamido)-4-thia-1-azabicyclo[3.2.0]heptane-2-carboxylic acid